5-[(5-Methoxypyridin-2-yl)methoxy]-2-(pyridin-4-yl)-2,3-dihydro-1H-isoindol-1-one COC=1C=CC(=NC1)COC=1C=C2CN(C(C2=CC1)=O)C1=CC=NC=C1